C(CCC)O/C=C/C1=NC(=NC=C1C)Cl (E)-4-(2-Butoxyvinyl)-2-chloro-5-methylpyrimidine